C(C)S(=O)(=O)C=1C=C(C=CC1)C1=CN(C(C2=CC=CC=C12)=O)C 4-(3-ethylsulfonylphenyl)-2-methylisoquinolin-1-one